2-bromo-6-(1,4-dimethyl-1H-1,2,3-triazol-5-yl)-4-((3-fluoropyridin-2-yl)(tetrahydro-2H-pyran-4-yl)methyl)-4H-thieno[2',3':4,5]pyrrolo[3,2-b]pyridine BrC1=CC2=C(C3=NC=C(C=C3N2C(C2CCOCC2)C2=NC=CC=C2F)C2=C(N=NN2C)C)S1